5-(2-fluorophenoxy)hexahydrocyclopenta[c]pyrrol FC1=C(OC2CC3C(CNC3)=C2)C=CC=C1